C(C)(C)(C)[Si](OC1=CC=C(C=C1)CC(=O)OC)(C)C methyl {p-[(tert-butyl)bis(methyl)siloxy]phenyl}acetate